6-{[(4-methoxyphenyl)methyl]sulfanyl}-4H-thieno[3,2-b]pyrrole-2-carboxylic acid COC1=CC=C(C=C1)CSC=1C2=C(NC1)C=C(S2)C(=O)O